chloro(crotyl)(2-dicyclohexylphosphino-2',6'-dimethoxybiphenyl) palladium(II) [Pd+2].ClC1=C(C(=C(C=C1)C1=C(C=CC=C1OC)OC)P(C1CCCCC1)C1CCCCC1)CC=CC